C(C=C)(=O)OCCCCOC1=C(C=C(C(=O)OC2=C(C=C(C=C2)OC(C2=CC(=C(C(=C2)C)OCCCCOC(C=C)=O)C)=O)OC(C)C)C=C1C)C 2-(propan-2-yloxy)benzene-1,4-diyl bis{4-[4-(acryloyloxy)butoxy]-3,5-dimethyl-benzoate}